BrC=1C=C2C(NC(C2=CC1)=O)(C)C 5-bromo-3,3-dimethyl-2H-isoindol-1-one